CN(C=1C=C(C=CC1CC)NC(=O)NCC1=CC2=C(C(N(C2)C2C(NC(CC2)=O)=O)=O)S1)C 1-(3-(dimethylamino)-4-ethylphenyl)-3-((5-(2,6-dioxopiperidin-3-yl)-6-oxo-5,6-dihydro-4H-thieno[2,3-c]pyrrol-2-yl)methyl)urea